6-bromo-2-(hydroxymethyl)-7-(trifluoromethyl)-[1,3]-thiazolo[3,2-a]pyrimidin-5-one BrC1=C(N=C2N(C1=O)C=C(S2)CO)C(F)(F)F